N,N-dipentyldodecylamine N-oxide C(CCCC)[N+](CCCCC)(CCCCCCCCCCCC)[O-]